2,2',2'',4,4'-pentamethoxytriphenylmethanol COC1=CC(=C(C=C1)C(C2=C(C=C(C=C2)OC)OC)(C3=CC=CC=C3OC)O)OC